3-(5-((4-benzhydryl-piperazin-1-yl)methyl)-1-oxoisoindolin-2-yl)piperidine-2,6-dione C(C1=CC=CC=C1)(C1=CC=CC=C1)N1CCN(CC1)CC=1C=C2CN(C(C2=CC1)=O)C1C(NC(CC1)=O)=O